6-methyl-2-((5-methyl-1-(1-methylcyclopropyl)-1H-pyrazol-4-yl)amino)quinazolin CC=1C=C2C=NC(=NC2=CC1)NC=1C=NN(C1C)C1(CC1)C